7,7-dimethyl-4-(5-methyl-1H-indazol-4-yl)-2-(2-(2-propenoyl)-2,6-diazaspiro[3.4]octan-6-yl)-7,8-dihydro-5H-pyrano[4,3-b]pyridine-3-carbonitrile CC1(CC2=NC(=C(C(=C2CO1)C1=C2C=NNC2=CC=C1C)C#N)N1CC2(CN(C2)C(C=C)=O)CC1)C